COC=1C=C(C=CC1C)NC(=O)[C@H]1CC[C@H](CC1)NC=1C(=C(C(=O)OC)C=CC1)[N+](=O)[O-] methyl 3-[[cis-4-[(3-methoxy-4-methyl-phenyl) carbamoyl] cyclohexyl] amino]-2-nitro-benzoate